1-[(2S)-4-(6-chloro-8-[(5-chloro-6-fluoro-1H-indazol-4-yl)oxy]-2-{[(2S)-1-methylpyrrolidin-2-yl]methoxy}pyrido[3,4-d]pyrimidin-4-yl)-2-methylpiperazin-1-yl]prop-2-en-1-one ClC1=CC2=C(N=C(N=C2N2C[C@@H](N(CC2)C(C=C)=O)C)OC[C@H]2N(CCC2)C)C(=N1)OC1=C2C=NNC2=CC(=C1Cl)F